N-(4-(2,5-difluoro-4-(2-(5-fluoro-1H-indazol-3-yl)acetamido)phenoxy)pyridin-2-yl)cyclopropanecarboxamide FC1=C(OC2=CC(=NC=C2)NC(=O)C2CC2)C=C(C(=C1)NC(CC1=NNC2=CC=C(C=C12)F)=O)F